O[C@@]1(C(N(CC1)C)=O)C1=CC(=NO1)C1=NC(=CC=C1)C1=NC(=NC=C1)N[C@@H](C(C)C)C=1C=NN(C1)C (R)-3-hydroxy-1-methyl-3-(3-(6-(2-(((S)-2-methyl-1-(1-methyl-1H-pyrazol-4-yl)propyl)amino)pyrimidin-4-yl)pyridin-2-yl)isoxazol-5-yl)pyrrolidin-2-one